C1(=CC=CC=C1)C1=NC(=CC(=N1)C=1C=C(C=C(C1)N1C2=CC=C(C=C2C=2C=C(C=CC12)C)C)N1C2=CC=C(C=C2C=2C=C(C=CC12)C)C)C1=CC=CC=C1 9,9'-(5-(2,6-diphenylpyrimidin-4-yl)-1,3-phenylene)bis(3,6-dimethyl-9H-carbazole)